C(C=C)(=O)N1CCN(CC1)C1COC1 4-acryloyl-1-(oxetan-3-yl)piperazin